4,4-dimethyl-1-vinyl-cyclohexan-1-ol CC1(CCC(CC1)(O)C=C)C